(R)-1-(octadecyloxy)-3-(trityl)propan-2-ol C(CCCCCCCCCCCCCCCCC)OC[C@@H](CC(C1=CC=CC=C1)(C1=CC=CC=C1)C1=CC=CC=C1)O